N1=NC(=CC=C1)NC(NCCCCCCCCCCCCCCC(=O)O)=O 15-(3-(pyridazin-3-yl)ureido)pentadecanoic acid